5-chloro-N-[2,4-difluoro-3-(7-fluoro-1H-benzimidazol-5-yl)phenyl]-2-methoxypyridine ClC=1C=CC(N(C1)C1=C(C(=C(C=C1)F)C1=CC2=C(NC=N2)C(=C1)F)F)OC